(2S,4S)-4-cyclohexyl-1-(9H-fluoren-9-ylmethoxycarbonyl)pyrrolidine-2-carboxylic acid C1(CCCCC1)[C@@H]1C[C@H](N(C1)C(=O)OCC1C2=CC=CC=C2C=2C=CC=CC12)C(=O)O